FC=1C=C(C=CC1OC(C)C)C=1C=C2CCC(C(C2=CC1)NC(O[C@@H]1CN2CCC1CC2)=O)(C)C (S)-quinuclidin-3-yl (6-(3-fluoro-4-isopropoxyphenyl)-2,2-dimethyl-1,2,3,4-tetrahydronaphthalen-1-yl)carbamate